2-butenyl-naphthalene C(=CCC)C1=CC2=CC=CC=C2C=C1